ethyl 5-hydroxy-4,4-dimethylpentanoate OCC(CCC(=O)OCC)(C)C